ClC=1C=C(C=CC1Cl)C=1N(C(=CC(C1C(=O)O)=O)CC1=NC=C(C=C1)/C(=N/OC)/C)CC 2-(3,4-dichlorophenyl)-1-ethyl-6-[[5-[(E)-N-methoxy-C-methyl-carbonimidoyl]-2-pyridyl]methyl]-4-oxo-pyridine-3-carboxylic acid